CC(CCC)CCCCC 4-methylnonane